CCCCCCCCCCCCCCCCCC(O)O Octadecandiol